Tert-butyl 2-(3-ethoxy-3-oxo-propyl)-7-azaspiro[3.5]nonane-7-carboxylate C(C)OC(CCC1CC2(C1)CCN(CC2)C(=O)OC(C)(C)C)=O